C(C)N1C(=NC=C1)S(=O)(=O)Cl 1-Ethyl-1H-imidazole-2-sulfonyl chloride